2-(3-chloropropoxy)tetrahydro-2H-pyran ClCCCOC1OCCCC1